FC1(CCC(CC1)N1C(=NC2=C1C=CC(=C2)C=2C(=NOC2C)C)[C@@H]2CCCC(N2C2=CC(=C(C=C2)OC)F)=O)F (S)-6-(1-(4,4-difluorocyclohexyl)-5-(3,5-dimethylisoxazol-4-yl)-1H-benzo[d]imidazol-2-yl)-1-(3-fluoro-4-methoxyphenyl)piperidin-2-one